Cl.NC/C(/CN1N=CC=2C(N(CCC21)C2CC2)=O)=C\F (E)-1-(2-(aminomethyl)-3-fluoroallyl)-5-cyclopropyl-1,5,6,7-tetrahydro-4H-pyrazolo[4,3-c]pyridin-4-one hydrochloride